Cl.FC1=C(C=C(C=C1C)N1N=C2C([C@@H](NCC2)C)=C1N1C(NC=C1)=O)C 3-((S)-2-(4-fluoro-3,5-dimethylphenyl)-4-methyl-4,5,6,7-tetrahydro-2H-pyrazolo[4,3-c]pyridin-3-yl)-1,3-dihydro-2H-imidazol-2-one hydrochloride salt